4-methyl-1-(2,4,6-trihydroxyphenyl)pentan-1-one CC(CCC(=O)C1=C(C=C(C=C1O)O)O)C